1,1-dimethylethyl N-[(1R,2R,4S)-2-[1,1-dimethylethyl(dimethyl)silyl]oxy-4-[4-[(4-methylpiperazin-1-yl)methyl]benzoyl]cyclohexyl]-N-methyl-carbamate CC(C)(C)[Si](O[C@H]1[C@@H](CC[C@@H](C1)C(C1=CC=C(C=C1)CN1CCN(CC1)C)=O)N(C(OC(C)(C)C)=O)C)(C)C